[F-].[F-].[F-].[F-].[F-].[Hf+4] Hafnium pentafluoride